4-(((cis)-4-(4-(pyrrolidin-1-yl)phenyl)cyclohexyl)thio)-1H-1,2,3-triazole-5-carboxylic acid 2,2,2-trifluoroacetate FC(C(=O)O)(F)F.N1(CCCC1)C1=CC=C(C=C1)[C@H]1CC[C@H](CC1)SC=1N=NNC1C(=O)O